Tert-butyl (R)-4-(4-(phenylthio)-3-((4-sulfamoyl-2-((trifluoromethyl)sulfonyl)phenyl)amino)butyl)piperazine-1-carboxylate C1(=CC=CC=C1)SC[C@@H](CCN1CCN(CC1)C(=O)OC(C)(C)C)NC1=C(C=C(C=C1)S(N)(=O)=O)S(=O)(=O)C(F)(F)F